tetradecyl-3-methylimidazole bromide [Br-].C(CCCCCCCCCCCCC)C1=NC=CN1C